C(C)(C)(C)OC(=O)N(C(OC(C)(C)C)=O)C1=C2N=CN(C2=NC=N1)CC1=C(C(=CC=C1O)Cl)Cl tert-butyl (R)-(tert-butoxycarbonyl)(9-(6-hydroxy-2,3-dichlorobenzyl)-9H-purin-6-yl)carbamate